BrC=1C=C(C=NC1)C[C@H](C(=O)OC(C)(C)C)[C@@H]1CN(CC1)C(=O)OC(C)(C)C tert-butyl (R)-3-((S)-3-(5-bromopyridin-3-yl)-1-(tert-butoxy)-1-oxopropan-2-yl)pyrrolidine-1-carboxylate